C(C)OC=1C=C(C(=O)OCC)C=CC1NC=1N=CC=2N(C(C3=C(N(C2N1)S(=O)(=O)C)C=CC=C3)=O)C Ethyl 3-ethoxy-4-((5-methyl-11-(methylsulfonyl)-6-oxo-6,11-dihydro-5H-benzo[e]pyrimido[5,4-b][1,4]diazepin-2-yl)amino)benzoate